tri(n-butyl)ammonium tetrakis(2,4-dimethylphenyl)borate CC1=C(C=CC(=C1)C)[B-](C1=C(C=C(C=C1)C)C)(C1=C(C=C(C=C1)C)C)C1=C(C=C(C=C1)C)C.C(CCC)[NH+](CCCC)CCCC